4-(4-bromo-1-piperidyl)aniline BrC1CCN(CC1)C1=CC=C(N)C=C1